ethyl (2S,3S)-2-(2-bromophenyl)-1',3'-dioxo-1',3'-dihydrospiro[cyclopropane-1,2'-indene]-3-carboxylate BrC1=C(C=CC=C1)[C@H]1[C@@H](C12C(C1=CC=CC=C1C2=O)=O)C(=O)OCC